N1=C(C=CC=C1)C(O)C1CCOCC1 pyridin-2-yl-(tetrahydro-2H-pyran-4-yl)methanol